N[C@@H]1CC[C@@H](N(C1)C(=O)OCC1=CC=CC=C1)C (+)-(2S,5R)-Benzyl 5-amino-2-methylpiperidine-1-carboxylate